C1(=CC=CC=C1)C=1C=CC=C2CCCC(C12)N1CCNCC1 4-(8-phenyl-1,2,3,4-tetrahydronaphthalen-1-yl)piperazin